C(C)C1(C(C(C=C(C1)N)(CC)C)N)CC 2-ethyl-6-methyl-2,6-diethyl-1,4-phenylenediamine